O1C(=NC2=C1C=CC=C2)C2=C(C(N(C(=N2)Cl)C)=O)OC 6-(1,3-benzoxazol-2-yl)-2-chloro-5-methoxy-3-methylpyrimidin-4-one